2-chloro-N-(5-((5-chloro-4-((2-(dimethylphosphoryl)phenyl)amino)pyrimidin-2-yl)amino)-4-methoxy-2-(4-(4-methylpiperazin-1-yl)piperidin-1-yl)phenyl)benzamide ClC1=C(C(=O)NC2=C(C=C(C(=C2)NC2=NC=C(C(=N2)NC2=C(C=CC=C2)P(=O)(C)C)Cl)OC)N2CCC(CC2)N2CCN(CC2)C)C=CC=C1